tert-butyl 3-(2-methoxyquinazolin-5-yl)-3,8-diazabicyclo[3.2.1]octane-8-carboxylate COC1=NC2=CC=CC(=C2C=N1)N1CC2CCC(C1)N2C(=O)OC(C)(C)C